[5-[4-[[1-[4-[(1R,2S)-6-hydroxy-2-phenyl-tetralin-1-yl]phenyl]-4-piperidyl]methyl]piperazin-1-yl]-1-oxo-isoindolin-2-yl]piperidine-2,6-dione OC=1C=C2CC[C@@H]([C@@H](C2=CC1)C1=CC=C(C=C1)N1CCC(CC1)CN1CCN(CC1)C=1C=C2CN(C(C2=CC1)=O)N1C(CCCC1=O)=O)C1=CC=CC=C1